C(C)(=O)C=1C(=NC(=CC1)N1C=NC2=C1C=C(C=C2)OC=2N=NC(=CC2)C)N2N=C(C=C2C)C#N 1-[3-acetyl-6-[6-(6-methylpyridazin-3-yl)oxybenzimidazol-1-yl]-2-pyridyl]-5-methyl-pyrazole-3-carbonitrile